(R)-2-methyl-4-(3-methyl-1,2,4-oxadiazol-5-yl)-N-(3-methylthieno[3,2-c]pyridin-4-yl)-N-(piperidin-3-yl)benzamide CC1=C(C(=O)N([C@H]2CNCCC2)C2=NC=CC3=C2C(=CS3)C)C=CC(=C1)C1=NC(=NO1)C